C(C)[C@@H]1O[C@@H](CN(C1)C1=CC=C(C(=N1)C)C1(CC(C1)N)N)CC 1-(6-((2S,6R)-2,6-diethylmorpholino)-2-methylpyridin-3-yl)cyclobutane-1,3-diamine